(±)-N-(1-benzyl-3-phenyl-pyrrolidin-3-yl)acetamide C(C1=CC=CC=C1)N1C[C@@](CC1)(C1=CC=CC=C1)NC(C)=O |r|